OC(COC(=O)C1=CC=C(O1)C(=O)O)CO 5-((2,3-dihydroxypropoxy)carbonyl)furan-2-carboxylic acid